tert-butyl-N-(tert-butoxycarbonyl)-L-phenylalanyl-N6-[(benzyloxy)carbonyl]-L-lysine C(C)(C)(C)N([C@@H](CC1=CC=CC=C1)C(=O)N[C@@H](CCCCNC(=O)OCC1=CC=CC=C1)C(=O)O)C(=O)OC(C)(C)C